N1=CC(=CC=C1)C1=CC=NC=N1 6-pyridin-3-ylpyrimidin